O=C1NC(CCC1N1C(C2=CC=CC(=C2C1=O)OCC(=O)NCCOCCOCCOCCN(C)C1=NC(=NC(=C1)C)NC1=CC=C(C=C1)NC(CC1=CC=CC=C1)=O)=O)=O 2-((2-(2,6-dioxopiperidin-3-yl)-1,3-dioxoisoindolin-4-yl)oxy)-N-(2-(6-methyl-2-((4-(2-phenylacetamido)phenyl)amino)pyrimidin-4-yl)-5,8,11-trioxa-2-azatridecan-13-yl)acetamide